NC1=NC=C(C2=C1C(OC2)C)NC(C(N2[C@H](CC[C@@H](C2)C)C=2C=CC1=C(N=CS1)C2)=O)=O N-(4-amino-3-methyl-1,3-dihydrofuro[3,4-c]pyridin-7-yl)-2-oxo-2-[(2R,5S)-2-(1,3-benzothiazol-5-yl)-5-methyl-1-piperidyl]acetamide